2-tertbutylhydroquinone C(C)(C)(C)C1=C(O)C=CC(=C1)O